C(C)C1=CC=C(S1)C(C(=O)OCC)CC ethyl 2-(5-ethyl-2-thienyl)butanoate